4-(2-(8-methoxy-1,2,3,4-tetrahydroisoquinolin-6-yl)-5-toluenesulfonyl-5H-pyrrolo[2,3-b]pyrazin-7-yl)-N,N-dimethylbenzamide COC=1C=C(C=C2CCNCC12)C=1N=C2C(=NC1)N(C=C2C2=CC=C(C(=O)N(C)C)C=C2)S(=O)(=O)CC2=CC=CC=C2